4-(7-chloroquinolin-4-yl)-N1-ethyl-N1-(2-chloroethyl)pentane-1,4-diamine ClC1=CC=C2C(=CC=NC2=C1)C(CCCN(CCCl)CC)(C)N